C1(=CC=CC=C1)CCCCC1=CC=CC=C1 1-(3-phenylpropyl)-1-phenylmethane